NC1=CC=C(C(=N1)C=1C(=NN(C1)CC)C(F)(F)F)C1C2=C(CN(C1)C(\C=C\CN(C)C)=O)SC(=C2)C#N (E)-4-(6-Amino-2-(1-ethyl-3-(trifluoromethyl)-1H-pyrazol-4-yl)pyridin-3-yl)-6-(4-(dimethylamino)but-2-enoyl)-4,5,6,7-tetrahydrothieno[2,3-c]pyridine-2-carbonitrile